CC(C(CC(=O)O)C(=O)O)(C(=O)O)O The molecule is a tricarboxylic acid that is butan-2-ol in which a hydrogen from each of positions 2, 3, and 4 has been replaced by carboxy groups. It is a tricarboxylic acid, a methylisocitric acid and a tertiary alcohol. It is a conjugate acid of a 3-hydroxybutane-1,2,3-tricarboxylate.